C(C1=CC=CC=C1)OC(=O)N1CC(=CC1)C1=C(C=C(C=C1)F)OCOC 3-(4-fluoro-2-(methoxymethoxy)phenyl)-2,5-dihydro-1H-pyrrole-1-carboxylic acid benzyl ester